COC1=CC(=CC=C1)OCOC 1-methoxy-3-(methoxymethoxy)benzene